C1(CC1)C1=CC2=C(N(C(N=C2)=O)C=2C(=NC=CC2C)C(C)C)N=C1C1=C(C=CC(=C1)C)F 6-cyclopropyl-7-(2-fluoro-5-methylphenyl)-1-(2-isopropyl-4-methylpyridin-3-yl)pyrido[2,3-d]pyrimidin-2(1H)-one